CC1(OB(OC1(C)C)C=1C=NN(C1)CC1=CC=NC=C1)C 4-((4-(4,4,5,5-tetramethyl-1,3,2-dioxaborolan-2-yl)-1H-pyrazol-1-yl)methyl)pyridine